BrC=1C=C(C=2N(C(C(=C(N2)C)C)=O)C1)I 7-bromo-9-iodo-2,3-dimethyl-pyrido[1,2-a]pyrimidin-4-one